(2S,4R)-1-[4,4-difluoro-1-(trifluoromethyl)cyclohexanecarbonyl]-4-fluoropyrrolidine-2-carboxylic acid FC1(CCC(CC1)(C(=O)N1[C@@H](C[C@H](C1)F)C(=O)O)C(F)(F)F)F